(R)-1-((benzyloxy)carbonyl)piperidine-2-carboxylic acid C(C1=CC=CC=C1)OC(=O)N1[C@H](CCCC1)C(=O)O